C(C)(=O)N1CCC(CC1)CN1N=C2C3=C(CC(C2=C1)C)OC(=C3C(F)(F)F)C(=O)O 2-[(1-acetylpiperidin-4-yl)methyl]-4-methyl-8-(trifluoromethyl)-4,5-dihydro-2H-furo[2,3-g]indazole-7-carboxylic acid